COC(=O)C1=CC2=C(OCCN2C2COCC2)C=C1[N+](=O)[O-] 7-Nitro-4-(tetrahydrofuran-3-yl)-3,4-dihydro-2H-benzo[b][1,4]oxazine-6-carboxylic acid methyl ester